[2-[1-[2-(4,4-dimethyl-1-piperidinyl)-6-methyl-4-oxo-chromen-8-yl]ethylamino]phenyl]boronic acid CC1(CCN(CC1)C=1OC2=C(C=C(C=C2C(C1)=O)C)C(C)NC1=C(C=CC=C1)B(O)O)C